5-((1S,5R)-1-(5-(3-fluoroazetidin-3-yl)-1,3,4-oxadiazol-2-yl)-5-(trifluoromethyl)-3-azabicyclo[3.1.0]hexan-3-yl)quinoline-8-carbonitrile FC1(CNC1)C1=NN=C(O1)[C@@]12CN(C[C@]2(C1)C(F)(F)F)C1=C2C=CC=NC2=C(C=C1)C#N